FC1=C(OC2=C(C(=CC(=C2)C)C)CCC=O)C=CC=C1 3-(2-(2-fluorophenoxy)-4,6-dimethylphenyl)propanal